tert-butyl N-[10-bromo-2-[2-[tert-butyl(dimethyl)silyl]oxyethyl]-6,7-dichloro-1-oxo-3,4-dihydropyrazino[1,2-a]indol-9-yl]-N-(cyanomethyl)carbamate BrC1=C2N(C=3C(=C(C=C(C13)N(C(OC(C)(C)C)=O)CC#N)Cl)Cl)CCN(C2=O)CCO[Si](C)(C)C(C)(C)C